FC=1C=C2C(N(C(=NC2=CC1F)C)C1=CC=C(C=C1)NC(CC1=CC=NC=C1)=O)=O N-(4-(6,7-difluoro-2-methyl-4-oxoquinazolin-3(4H)-yl)phenyl)-2-(pyridin-4-yl)acetamide